FC=1C=C(C=CC1CNC1=C2C(=NC=C1)N(N=C2)C)S(=O)(=O)N 3-fluoro-4-(((1-methyl-1H-pyrazolo[3,4-b]pyridin-4-yl)amino)methyl)benzenesulfonamide